C(C)(C)(C)NS(=O)(=O)C1=CC(=CC=C1)C=1N=NN(C1)C1=C(C=C(C=C1)NS(=O)(=O)CCO)N1CCC2(CC2)CC1 N-(tert-butyl)-3-(1-(4-((2-hydroxyethyl)sulfonamido)-2-(6-azaspiro[2.5]octan-6-yl)phenyl)-1H-1,2,3-triazol-4-yl)benzenesulfonamide